methyl-3-(2-morpholino-6-(tosyloxy)-9H-purin-9-yl)azetidine CN1CC(C1)N1C2=NC(=NC(=C2N=C1)OS(=O)(=O)C1=CC=C(C)C=C1)N1CCOCC1